tert-butyl (8S)-8-(8-fluoro-6-methoxycarbonyl-3,4-dihydro-1H-isoquinolin-2-yl)-5-oxa-2-azaspiro[3.5]nonane-2-carboxylate FC=1C=C(C=C2CCN(CC12)[C@H]1CCOC2(CN(C2)C(=O)OC(C)(C)C)C1)C(=O)OC